Cl.ClCCN(C)CCCl 2-chloro-N-(2-chloroethyl)-N-methylethan-1-amine hydrochloride